COC1=CC=C(C=C1)C1=CN=C2N1C=CN=C2NC2=CC(=C(C(=O)N1CCC(CC1)CNCCC(=O)O)C=C2)C 3-[[1-[4-[[3-(4-methoxyphenyl)imidazo[1,2-a]pyrazin-8-yl]amino]-2-methylbenzoyl]piperidin-4-yl]methylamino]propanoic acid